N-[(1S)-2-[(2-Chlorocarbonylphenyl)methyl-[(2,4-dimethoxyphenyl)methyl]amino]-1-methyl-2-oxo-ethyl]carbamic acid tert-butyl ester C(C)(C)(C)OC(N[C@H](C(=O)N(CC1=C(C=C(C=C1)OC)OC)CC1=C(C=CC=C1)C(=O)Cl)C)=O